FC1=C(C=C2C=NNC2=C1)C1=CCC(CN1C(=O)OC(C)(C)C)C tert-butyl 6-(6-fluoro-1H-indazol-5-yl)-3-methyl-3,4-dihydro-2H-pyridine-1-carboxylate